2-[(2S)-4-[(7S,8R)-2-(1-azabicyclo[3.2.0]heptan-5-ylmethoxy)-4'-chloro-8-fluoro-spiro[6,8-dihydro-5H-quinazoline-7,1'-indane]-4-yl]-1-(2-fluoroprop-2-enoyl)piperazin-2-yl]acetonitrile N12CCCC2(CC1)COC1=NC=2[C@@H]([C@]3(CCC4=C(C=CC=C34)Cl)CCC2C(=N1)N1C[C@@H](N(CC1)C(C(=C)F)=O)CC#N)F